FC1=CC=C(C=C1)C(CC(=O)OC)=O methyl 3-(4-fluorophenyl)-3-oxo-propionate